BrC=1C=C(C=C2C3=C(N(C12)COCC[Si](C)(C)C)CCCCC3)Cl 4-bromo-2-chloro-5-((2-(trimethylsilyl)ethoxy)methyl)-5,6,7,8,9,10-hexahydrocyclohepta[b]indole